C(C)O[Si](NS(=O)(=O)C1=CC(=CC=C1)F)(OCC)OCC N-(triethoxysilyl)-3-fluorobenzenesulfonamide